FC(OC1=CC=C(C=N1)C=O)F 6-(difluoromethoxy)pyridine-3-carbaldehyde